FC(F)(F)C1=C(C=CC=C1)CN Trifluoromethylbenzenemethanamine